NC1=NC=2C=CC(=CC2C2=C1C=NN2C)C(=O)N([C@@H]2COC1=C2C=CC(=C1)C1=NC=C(C=C1)C(F)(F)F)C 4-amino-N,1-dimethyl-N-((3S)-6-(5-(trifluoromethyl)-2-pyridinyl)-2,3-dihydro-1-benzofuran-3-yl)-1H-pyrazolo[4,3-c]quinoline-8-carboxamide